NCCOCCOCCOCCOCCNC=1C(=C(C(=O)NC=2SC(=C(N2)C)C)C=CC1)C 3-((14-amino-3,6,9,12-tetraoxatetradecyl)amino)-N-(4,5-dimethylthiazol-2-yl)-2-methylbenzamide